p-toluyl-tartaric acid C1(=CC=C(C=C1)C(C(=O)O)(O)C(O)C(=O)O)C